(S)-N-(4-(1,4-Oxazepan-2-yl)phenyl)-3-chlorobenzamide O1[C@H](CNCCC1)C1=CC=C(C=C1)NC(C1=CC(=CC=C1)Cl)=O